BrC1=CC=C(C=C1)C(C(C#N)C)=O 3-(4-bromophenyl)-2-methyl-3-oxo-propanenitrile